N[C@](COC1=C(C#N)C=C(C=C1)C1=CC(=NC=C1F)C)(CC(C)C)C (S)-2-((2-amino-2,4-dimethyl-pentyl)oxy)-5-(5-fluoro-2-methylpyridin-4-yl)benzonitrile